C(CC(O)(C(=O)O)CC(=O)O)(=O)O.N1C[C@H](CC1)/C=C/C=1C=NC=NC1 (R)-5-((E)-2-Pyrrolidin-3-ylvinyl)pyrimidine mono-citrate